Cl.Cl.C(CCNO)NO propanediylbis-hydroxylamine dihydrochloride